FC(C1NCCC2=C1C=C(S2)S(=O)(N)=NC(NC2=C1C(=CC=3CCCC23)CC1)=O)F 4-(Difluoromethyl)-N'-((2,4,5,6-tetrahydro-1H-cyclobuta[f]inden-3-yl)carbamoyl)-4,5,6,7-tetrahydrothieno[3,2-c]pyridine-2-sulfonimidamide